ClC=1C(=NC(=NC1)NC1=CC(=CC(=C1)CN1C[C@H](N[C@H](C1)C)C)C1CC1)C1=CNC2=CC(=CC=C12)C 5-chloro-N-(3-cyclopropyl-5-(((3R,5S)-3,5-dimethylpiperazine-1-yl)methyl)phenyl)-4-(6-methyl-1H-indol-3-yl)pyrimidine-2-amine